C(CCCC(C)C)OC(CCC1CC(CC(C1)CCC(=O)OCCCCC(C)C)CCC(=O)OCCCCC(C)C)=O Tri(isoheptyl)-cyclohexan-1,3,5-tripropionat